NC(C(CCC(=O)O)N1CC=2C(C1=O)=CSC2COC2=CC=C(C=C2)CNC(=O)OC(C)(C)C)=O 5-amino-4-(1-((4-(((tert-butoxycarbonyl)amino)methyl)phenoxy)-methyl)-4-oxo-4H-thieno[3,4-c]pyrrol-5(6H)-yl)-5-oxopentanoic acid